N-(4-pentynoyl)-glucosamine C(CCC#C)(=O)N[C@H]1C(O)O[C@@H]([C@H]([C@@H]1O)O)CO